3-(3,5-di-tert-butyl-4-hydroxyphenyl)-octadecyl propionate C(CC)(=O)OCCC(CCCCCCCCCCCCCCC)C1=CC(=C(C(=C1)C(C)(C)C)O)C(C)(C)C